methyl (2-(3-(1-acetylpiperidin-4-yl)-5'-fluoro-1'-methyl-1H,1'H-[4,6'-biindazol]-1-yl)acetyl)glycylglycinate C(C)(=O)N1CCC(CC1)C1=NN(C=2C=CC=C(C12)C1=C(C=C2C=NN(C2=C1)C)F)CC(=O)NCC(=O)NCC(=O)OC